NC1=C(C(=NN1C1C(OCC1)C)C1=CC=C(C=C1)CNC(C1=C(C=CC=C1)OC)=O)C#N N-[[4-[5-amino-4-cyano-1-[2-methyltetrahydrofuran-3-yl]pyrazol-3-yl]phenyl]methyl]-2-methoxy-benzamide